OC1=NC(=NC=C1C(=O)NNCC1=C(C(=O)O)C=CC=C1)C=1N=NC=CC1 (E)-2-((2-(4-hydroxy-2-(pyridazin-3-yl)pyrimidine-5-carbonyl)hydrazino)methyl)benzoic acid